C(C1CO1)OC(C)[Si](OCCC)(OCCC)OCCC α-Glycidoxyethyltripropoxysilan